C(C)(C)(C)P(C1=CC(=CC=C1)C(C)C)C(C)(C)C di-(tert-butyl)(3-isopropylphenyl)phosphine